C(\C=C\C)(=O)N1CC(C1)NC1=CC(=C2CNC(C2=C1)=O)C1=CC=C(C=C1)OC1=CC=CC=C1 (E)-6-((1-(but-2-enoyl)azetidin-3-yl)amino)-4-(4-phenoxyphenyl)isoindolin-1-one